CN(C1=CC=C(C=C1)N1C(=C(C2=C(C(=CC=C12)O)CN1CCCC1)C(C)=O)C)C 1-(1-(4-(dimethylamino)phenyl)-5-hydroxy-2-methyl-4-(pyrrolidin-1-ylmethyl)-1H-indol-3-yl)ethan-1-one